(2R,5S)-4-(3-Chloro-4-cyanophenyl)-N-(2-(4-formylpiperidin-1-yl)pyrimidin-5-yl)-2,5-dimethylpiperazine-1-carboxamide ClC=1C=C(C=CC1C#N)N1C[C@H](N(C[C@@H]1C)C(=O)NC=1C=NC(=NC1)N1CCC(CC1)C=O)C